(1'-(4-methyl-6-oxo-1,6-dihydropyrimidin-2-yl)-1',2'-dihydrospiro[cyclopropane-1,3'-pyrrolo[3,2-c]pyridin]-6'-yl)acetamide CC=1N=C(NC(C1)=O)N1CC2(C=3C=NC(=CC31)CC(=O)N)CC2